C(C=C)(=O)OC=1C=C(C(=O)O)C=C(C1)OC(C=C)=O 3,5-diacryloyloxybenzoic acid